C(C)OCCNC(C(C(C)C)(C(C)C)C)=O N-(2-ethoxyethyl)-2,3-dimethyl-2-isopropylbutanamide